C(C)(C)(C)C1=CC(=NO1)C(=O)NC1=CC(=CC=C1)[C@H](C)NC1=CN=C2C(=N1)N(N=C2)C (S)-5-(tert-butyl)-N-(3-(1-((1-methyl-1H-pyrazolo[3,4-b]pyrazin-6-yl)amino)ethyl)phenyl)isoxazole-3-carboxamide